5,5-bis(tert-butyloxycarbonyl)-2,2-diphenylazelaic acid C(C)(C)(C)OC(=O)C(CCC(C(=O)O)(C1=CC=CC=C1)C1=CC=CC=C1)(CCCC(=O)O)C(=O)OC(C)(C)C